N-(1,1-dioxido-2,3-dihydrothiophen-3-yl)-2-isopropyl-5-oxo-4,5-dihydrothieno[3,2-b]pyridine-6-carboxamide O=S1(CC(C=C1)NC(=O)C1=CC2=C(NC1=O)C=C(S2)C(C)C)=O